C(C)(C)OC(NC1=CC(=C(C=C1)C=1SC(=CN1)Br)S(NC(C)(C)C)(=O)=O)=O (4-(5-bromothiazol-2-yl)-3-(N-(tert-butyl)sulfamoyl)phenyl)carbamic acid isopropyl ester